ClC1=C(C=CC(=N1)C=1N=NN(C1NC(O[C@H](C)C=1C(=NC=CC1)Cl)=O)C)C(NC12CC(C1)(C2)F)=O (R)-1-(2-chloropyridin-3-yl)ethyl (4-(6-chloro-5-((3-fluorobicyclo[1.1.1]pentan-1-yl)carbamoyl)pyridin-2-yl)-1-methyl-1H-1,2,3-triazol-5-yl)carbamate